ClC=1C=C2CCC[C@]3(COC4=CC=C5[C@](CC(N(CC/C=C/CCCN(C3)C4=C5)C)=O)(C(=O)O)O)C2=CC1 (1S,5'E,12'R)-6-CHLORO-12'-HYDROXY-9'-METHYL-10'-OXO-3,4-DIHYDRO-2H-SPIRO[NAPHTHALENE-1,19'-[17]OXA[1,9]DIAZATRICYCLO[11.7.2.016,21]DOCOSA[5,13,15,21]TETRAENE]-12'-CARBOXYLIC ACID